8-chloro-1-(2,6-dichlorophenyl)-5-(2-(2-(2-(2-hydroxyethoxy)ethoxy)ethoxy)eth-oxy)-2-methyl-1,6-naphthyridin-4(1H)-one ClC=1C=NC(=C2C(C=C(N(C12)C1=C(C=CC=C1Cl)Cl)C)=O)OCCOCCOCCOCCO